C(C)(C)NC(OCC1CC(C1)C1=CC(=NN1)NC(=O)C1=CC(=NN1C)COC(F)(F)F)=O ((1s,3s)-3-(3-(1-methyl-3-((trifluoromethoxy) methyl)-1H-pyrazole-5-carboxamido)-1H-pyrazol-5-yl)cyclobutyl)methyl isopropylcarbamate